N-((2S,5R)-1-(6-Cyano-1-methyl-2-oxo-1,2-dihydro-1,5-naphthyridin-4-yl)-2,5-dimethylpiperidin-4-yl)-4-fluoro-N-methylbenzamid C(#N)C=1N=C2C(=CC(N(C2=CC1)C)=O)N1[C@H](CC([C@@H](C1)C)N(C(C1=CC=C(C=C1)F)=O)C)C